C(C)(C)(C)OC(=O)N1C[C@@H]2[C@H](OCC(N2)=O)CC1 (-)-trans-3-oxo-4,4a,5,7,8,8a-hexahydropyrido[4,3-b][1,4]Oxazine-6-carboxylic acid tert-butyl ester